tris(2,3,4-trimethoxyphenyl)sulfonium Ethyl-5-(((8-((4-methoxybenzyl)oxy)quinolin-6-yl)thio)methyl)-4-methylthiazole-2-carboxylate C(C)OC(=O)C=1SC(=C(N1)C)CSC=1C=C2C=CC=NC2=C(C1)OCC1=CC=C(C=C1)OC.COC1=C(C=CC(=C1OC)OC)[S+](C1=C(C(=C(C=C1)OC)OC)OC)C1=C(C(=C(C=C1)OC)OC)OC